NCCC1=C2C=C(C(=CC2=CC=C1)O)O 5-(2-aminoethyl)-2,3-naphthalenediol